(3S)-3-({1-cyclopentyl-5-[2-(1,1-difluoroethyl)phenyl]-1H-pyrazol-3-yl}formamido)-5-(2,2-dimethyl-4-oxopiperidin-1-yl)pentanoic acid C1(CCCC1)N1N=C(C=C1C1=C(C=CC=C1)C(C)(F)F)C(=O)N[C@H](CC(=O)O)CCN1C(CC(CC1)=O)(C)C